bis(tert-butyl-peroxyisopropyl)benzene C(C)(C)(C)OOC(C)(C)C1=C(C=CC=C1)C(C)(C)OOC(C)(C)C